5-methyl-1H-pyrrolo[3,2-b]pyridine 4-oxide CC1=CC=C2C(=[N+]1[O-])C=CN2